4-((3aR,6aS)-5-(6-chloro-1H-indazol-4-yl)octahydropyrrolo[3,4-c]pyrrole-2-carbonyl)benzonitrile ClC1=CC(=C2C=NNC2=C1)N1C[C@@H]2[C@H](C1)CN(C2)C(=O)C2=CC=C(C#N)C=C2